1-(5-carboxypentyl)-3,3-dimethyl-2-((E)-2-(6-((E)-2-(2,3,6,7-tetrahydro-1H,5H-pyrido[3,2,1-ij]quinolin-9-yl)vinyl)-2,3-dihydro-1H-xanthen-4-yl)vinyl)-3H-indole C(=O)(O)CCCCCN1C(C(C2=CC=CC=C12)(C)C)\C=C\C=1CCCC2=CC3=CC=C(C=C3OC12)\C=C\C=1C=C2CCCN3C2=C(C1)CCC3